CNC1=C(C=CC=C1)CC 2-(2-(methylamino)phenyl)ethane